N1(CCCCC1)C[C@H]1OC(=NOC1)CC1CCNCC1 |r| Rac-5-(piperidin-1-ylmethyl)-3-(piperidin-4-ylmethyl)-5,6-dihydro-1,4,2-dioxazine